C1(=CC=CC2=CC=CC=C12)O naphthalenyl alcohol